4-methyl-3,4-dihydro-[1,4]oxazino[2,3-b]phenoxazin CN1CCOC2=CC=3NC4=CC=CC=C4OC3C=C21